1-[(4-methoxyphenyl)methyl]-3-methyl-N-(1-methylcyclopropyl)-2-oxo-benzimidazole-5-sulfonamide COC1=CC=C(C=C1)CN1C(N(C2=C1C=CC(=C2)S(=O)(=O)NC2(CC2)C)C)=O